3-phenyl-8-methoxyisoquinoline C1(=CC=CC=C1)C=1N=CC2=C(C=CC=C2C1)OC